C1(CC1)C=1C=2N(C=CC1)C=C(N2)C 8-cyclopropyl-2-methylimidazo[1,2-a]pyridin